1-isopropyl-2,2-dimethyl-1,3-propanediol C(C)(C)C(C(CO)(C)C)O